(S)-6-chloro-2-(5-(1,2-dimeth-oxyethyl)-4H-1,2,4-triazol-3-yl)-3-(1H-imidazol-1-yl)-5-methoxy-1-methyl-1H-pyrrolo-[3,2-b]pyridine ClC=1C=C2C(=NC1OC)C(=C(N2C)C2=NN=C(N2)[C@@H](COC)OC)N2C=NC=C2